FC1CCC(CC1)C(NC(=O)C1=CC=NN1C)C=1OC2=C(N1)C=C(C=C2)C(COC)N2C(NC(C2)C(F)(F)F)=O N-((4-fluorocyclohexyl)(5-(2-methoxy-1-(2-oxo-4-(trifluoromethyl)imidazolidin-1-yl)ethyl)benzo[d]oxazol-2-yl)methyl)-1-methyl-1H-pyrazole-5-carboxamide